7-ethyl-3-[(4-methoxyphenyl)methyl]-3-azabicyclo[2.2.1]hept-5-en-2-one C(C)C1C2C(N(C1C=C2)CC2=CC=C(C=C2)OC)=O